(R)-1-(4-BROMOPHENYL)-N,N-BIS(4-METHOXYBENZYL)HEX-5-ENE-2-SULFONAMIDE BrC1=CC=C(C=C1)C[C@@H](CCC=C)S(=O)(=O)N(CC1=CC=C(C=C1)OC)CC1=CC=C(C=C1)OC